1-bromo-3-chloro-5-(trifluoromethoxy)benzene Tert-butyl-3-[4-cyclopropyl-2,5-dioxo-imidazolidin-4-yl]-2-methyl-propanoate C(C)(C)(C)OC(C(CC1(NC(NC1=O)=O)C1CC1)C)=O.BrC1=CC(=CC(=C1)OC(F)(F)F)Cl